FC1=CC(=CC(=N1)OCC(C)O)I 1-[(6-fluoro-4-iodopyridin-2-yl)oxy]propan-2-ol